m-nitro-p-toluidine [N+](=O)([O-])C=1C=C(N)C=CC1C